N-{[(2R)-1,4-Dioxan-2-yl]methyl}-2-{[(2S)-1,4-dioxan-2-yl]methyl}-4,4-dimethyl-8-(trifluoromethyl)-4,5-dihydro-2H-furo[2,3-g]indazol-7-carboxamid O1[C@@H](COCC1)CNC(=O)C1=C(C2=C(CC(C3=CN(N=C23)C[C@@H]2OCCOC2)(C)C)O1)C(F)(F)F